6-Nitro-3',6'-dihydro-[3,4'-bipyridine]-1'(2'H)carboxylic acid tert-butyl ester C(C)(C)(C)OC(=O)N1CCC(=CC1)C=1C=NC(=CC1)[N+](=O)[O-]